CN(C1=CC=C(C=C1)/C=C/C=C/C1=CC(=[NH+]C(=C1)C)C)C 4-((1E,3E)-4-(4-dimethylaminophenyl)butan-1,3-dien-1-yl)-2,6-dimethylpyridine-1-ium